C1(CC1)COC1=NC(=CC=C1/C=C/C(=O)NC1=CC=CC=2NC(NC21)=O)C(F)(F)F (E)-3-(2-(cyclopropylmethoxy)-6-(trifluoromethyl)pyridin-3-yl)-N-(2-oxo-2,3-dihydro-1H-benzo[d]imidazol-4-yl)acrylamide